FC1=C(C=C(C=C1)N1C(=C(C2=CC(=CC=C12)OC)I)C#N)C 1-(4-fluoro-3-methyl-phenyl)-3-iodo-5-methoxy-indole-2-carbonitrile